Tert-butyl 4-[(1r,4r)-4-(1-(2,6-dioxopiperidin-3-yl)-3-methyl-2-oxo-1,3-benzodiazol-5-yl)cyclohexyl]piperazine-1-carboxylate O=C1NC(CCC1N1C(N(C2=C1C=CC(=C2)C2CCC(CC2)N2CCN(CC2)C(=O)OC(C)(C)C)C)=O)=O